N-(4-{[6-(5-chloro-2-fluorophenyl)-3-[2-(pyrrolidin-1-yl)ethoxy]pyridazin-4-yl]amino}pyridin-2-yl)cyclopropanecarboxamide ClC=1C=CC(=C(C1)C1=CC(=C(N=N1)OCCN1CCCC1)NC1=CC(=NC=C1)NC(=O)C1CC1)F